C(#N)C1=C(N(N=C1C1=CC=C(C=C1)CC(=O)NC1=C(C(=NO1)C1CC(C1)(C)C)F)C(C)C)NC(OC(C)(C)C)=O tert-Butyl N-[4-cyano-5-[4-[2-[[3-(3,3-dimethylcyclobutyl)-4-fluoro-isoxazol-5-yl]amino]-2-oxoethyl]phenyl]-2-isopropyl-pyrazol-3-yl]carbamate